O=C1NC(CCC1C1=NN(C2=C(C=CC=C12)N1CCN(CC1)C[C@@H]1[C@@H](CN(CC1)C(=O)OC(C)(C)C)C)C)=O tert-butyl (3S,4S)-4-((4-(3-(2,6-dioxopiperidin-3-yl)-1-methyl-1H-indazol-7-yl) piperazin-1-yl) methyl)-3-methylpiperidine-1-carboxylate